ClC1=CC=C2C(=N1)C(N(C2)[C@@H]2CC[C@H](CC2)C(=O)OC(C)(C)C)=O tert-butyl (trans)-4-(2-chloro-7-oxo-5,7-dihydro-6H-pyrrolo[3,4-b]pyridin-6-yl)cyclohexane-1-carboxylate